C(CCCCCCCCC)(=O)OCCCCCCCNCCO 7-(2-hydroxyethylamino)heptyl decanoate